N1-(1H-benzoimidazol-5-yl)-1-[2,3-difluoro-4-(5-fluorothiophen-3-yl)phenyl]ethane-1,2-diamine N1C=NC2=C1C=CC(=C2)NC(CN)C2=C(C(=C(C=C2)C2=CSC(=C2)F)F)F